(E)-N-(4-(1-(4-(4-(7-((2-(2,6-dioxopiperidin-3-yl)-1-oxoisoindoline-4-yl)oxy)heptyl)piperazin-1-yl)benzoyl)piperidin-4-yl)butyl)-3-(pyridin-3-yl)acrylamide O=C1NC(CCC1N1C(C2=CC=CC(=C2C1)OCCCCCCCN1CCN(CC1)C1=CC=C(C(=O)N2CCC(CC2)CCCCNC(\C=C\C=2C=NC=CC2)=O)C=C1)=O)=O